ChloroHydroxyAluminum Cl[Al]O